[Si](C)(C)(C(C)(C)C)OCC(CN)CC1=CC=C(C=C1)C(F)(F)F 3-((tert-butyldimethylsilyl)oxy)-2-(4-(trifluoromethyl)benzyl)propan-1-amine